2-mercapto-3-benzyloxypyridine SC1=NC=CC=C1OCC1=CC=CC=C1